C(C=C)(=O)N1CCC(CC1)NC1=NC(=C(N=C1)C(N)=O)C#CC1=CC(=CC(=C1)OC)OC (S)-2-(1-acryloylpiperidin-4-ylamino)-5-carbamoyl-6-(3,5-dimethoxyphenylethynyl)pyrazine